2,2,2-trifluoro-N-[5-[5-[2-[[(3S,5S)-5-fluoro-3-piperidyl]amino]pyrimidin-4-yl]-2-methyl-thiazol-4-yl]oxy-6-methoxy-2-pyridyl]ethanesulfonamide FC(CS(=O)(=O)NC1=NC(=C(C=C1)OC=1N=C(SC1C1=NC(=NC=C1)N[C@@H]1CNC[C@H](C1)F)C)OC)(F)F